NC1=C2C(=NC=N1)N(N=C2C2=CC=C(C=C2)CNC(C2=C(C=CC=C2)F)=O)C2CCCC2 N-[[4-(4-amino-1-cyclopentyl-pyrazolo[3,4-D]pyrimidin-3-yl)phenyl]methyl]-2-fluoro-benzamide